CC1(C(CCC1C)CCCC(=O)O)C 4-(2,2,3-trimethylcyclopentyl)butyric acid